C1(CC1)C1=NN=C(O1)C=1C=C(OC2=CC(=C(C=C2)NC(OC(C)(C)C)=O)F)C=CC1 tert-Butyl {4-[3-(5-cyclopropyl-1,3,4-oxadiazol-2-yl)phenoxy]-2-fluorophenyl}carbamate